4-ETHOXYCARBONYLMETHYLPHENYLBORONIC ACID C(C)OC(=O)CC1=CC=C(C=C1)B(O)O